OC=1C=C(C=CC1)C=1C(OC2=C(C1C)C=C(C=C2)O)C2=CC=C(C=C2)OC[C@H](C)N2C[C@H](CC2)C 3-(3-hydroxyphenyl)-4-methyl-2-(4-((S)-2-((S)-3-methylpyrrolidin-1-yl)propoxy)phenyl)-2H-benzopyran-6-ol